N-octadecenyl-2-(3,4-dimethoxyphenyl)-3,7-dimethoxyquinolin-4-one C(=CCCCCCCCCCCCCCCCC)N1C(=C(C(C2=CC=C(C=C12)OC)=O)OC)C1=CC(=C(C=C1)OC)OC